methyl ((S)-1-((1R,2S,5S)-2-(((S)-6,6-difluoro-1-(methylamino)-1,2-dioxoheptan-3-yl)carbamoyl)-3-azabicyclo[3.2.1]octan-3-yl)-3,3-dimethyl-1-oxobutan-2-yl)carbamate FC(CC[C@@H](C(C(=O)NC)=O)NC(=O)[C@@H]1[C@@H]2CC[C@H](CN1C([C@H](C(C)(C)C)NC(OC)=O)=O)C2)(C)F